2,4-dichloro-5-(dimethoxymethyl)-6-(2-(1-isopropyl-3,5-dimethyl-1H-pyrazol-4-yl)hydrazino)pyrimidine ClC1=NC(=C(C(=N1)Cl)C(OC)OC)NNC=1C(=NN(C1C)C(C)C)C